2-(4-(8-((3-fluoro-4-(4-glycylpiperazine-1-carbonyl)-5-methylphenyl)amino)imidazo[1,2-a]pyrazin-3-yl)-3-(trifluoromethyl)-1H-pyrazol-1-yl)acetonitrile formate C(=O)O.FC=1C=C(C=C(C1C(=O)N1CCN(CC1)C(CN)=O)C)NC=1C=2N(C=CN1)C(=CN2)C=2C(=NN(C2)CC#N)C(F)(F)F